NC1=NC(N(C=C1F)[C@@H]1O[C@@]([C@H]([C@@H]1F)O)(CO)CF)=O 4-amino-5-fluoro-1-[(2R,3S,4R,5R)-3-fluoro-5-(fluoromethyl)-4-hydroxy-5-(hydroxymethyl)oxolan-2-yl]pyrimidin-2-one